[2H]COC(C)C1=CC=CC2=CC=CC=C12 1-(1-(deuteromethoxy)ethyl)naphthalene